(2-(2-bromoethoxy)ethoxy)prop-1-yne BrCCOCCOC#CC